4-(3-cyanopyridin-2-yl)-5-(2-methoxyethoxy)-6-oxopyran-2-carboxylic acid C(#N)C=1C(=NC=CC1)C=1C=C(OC(C1OCCOC)=O)C(=O)O